Tert-Butyl 3-amino-6,6-dimethyl-4,6-dihydropyrrolo[3,4-c]pyrazole-5(1H)-carboxylate NC=1C2=C(NN1)C(N(C2)C(=O)OC(C)(C)C)(C)C